N-(amino(4-(2-hydroxypropan-2-yl)-5-methylthiophen-2-yl)(oxo)-λ6-sulfaneylidene)-2-(3-fluoro-2,6-diisopropylphenyl)acetamide NS(=NC(CC1=C(C(=CC=C1C(C)C)F)C(C)C)=O)(=O)C=1SC(=C(C1)C(C)(C)O)C